6-(4-fluorobenzyl)-2-[(4-fluorophenyl)amino]-8-methylpyrido[2,3-d]pyrimidin-7(8H)-one FC1=CC=C(CC2=CC3=C(N=C(N=C3)NC3=CC=C(C=C3)F)N(C2=O)C)C=C1